CC(C)CC(=O)CC(C)C isovaleron